methyl (2R)-3-(3-(6-hydroxy-5,5-dimethyl-1-((tetrahydro-2H-pyran-2-yl)oxy)hexyl)phenyl)-2-methylpropanoate OCC(CCCC(OC1OCCCC1)C=1C=C(C=CC1)C[C@H](C(=O)OC)C)(C)C